(5'S,7a'R)-1-[6-(2-methoxyethyl)-5-oxo-6,7-dihydro-5H-pyrrolo[3,4-b]pyridin-2-yl]-5'-phenyltetrahydro-3'H-spiro[piperidine-4,2'-pyrrolo[2,1-b][1,3]oxazol]-3'-one COCCN1CC2=NC(=CC=C2C1=O)N1CCC2(C(N3[C@H](O2)CC[C@H]3C3=CC=CC=C3)=O)CC1